O\N=C(\C1=CC=NC=C1)/N (Z)-N'-hydroxyisonicotinamidine